(S)-5-(4-cyclopropyl-1H-imidazol-1-yl)-2-fluoro-N-(6-(5-isopropyl-6,7-dihydro-5H-pyrrolo[2,1-c][1,2,4]triazol-3-yl)pyridin-2-yl)-4-methylbenzamide C1(CC1)C=1N=CN(C1)C=1C(=CC(=C(C(=O)NC2=NC(=CC=C2)C=2N3C(=NN2)CC[C@H]3C(C)C)C1)F)C